5-methyl-6-oxo-8-(4-(quinoxalin-2-yl-oxy)piperidin-1-yl)-5,6-dihydro-1,5-naphthyridine-2-carbonitrile CN1C=2C=CC(=NC2C(=CC1=O)N1CCC(CC1)OC1=NC2=CC=CC=C2N=C1)C#N